4-(chloromethyl)-7,7-dimethyl-N-(3-((1s,3s)-3-methyl-1-(4-methyl-4H-1,2,4-triazol-3-yl)cyclobutyl)phenyl)-6,7-dihydro-5H-cyclopenta[b]pyridine-2-carboxamide ClCC1=C2C(=NC(=C1)C(=O)NC1=CC(=CC=C1)C1(CC(C1)C)C1=NN=CN1C)C(CC2)(C)C